(S)-1-(3-methoxyphenyl)hexane-2-amine COC=1C=C(C=CC1)C[C@H](CCCC)N